F[C@H]1[C@]2(C=C[C@@](C[C@@H]1C(=C)C1=NN=C(S1)C1=C(C=C(C=C1)N1N=CC(=N1)C)O)(N2)C)C 2-(5-(1-((1R,2R,3R,5R)-2-fluoro-1,5-dimethyl-8-azabicyclo[3.2.1]oct-6-en-3-yl)vinyl)-1,3,4-thiadiazol-2-yl)-5-(4-methyl-2H-1,2,3-triazol-2-yl)phenol